1-trimethoxysilylethyl-3-bis(triethoxysilylpropylamino)methylsilylethyl-1,1,3,3-tetramethyldisiloxane CO[Si](C(C)[Si](O[Si](C)(C)CC[SiH2]C(NCCC[Si](OCC)(OCC)OCC)NCCC[Si](OCC)(OCC)OCC)(C)C)(OC)OC